2-(4-tert-butyl-1H-imidazol-1-yl)-3-fluoro-5-nitrobenzoic acid ethyl ester C(C)OC(C1=C(C(=CC(=C1)[N+](=O)[O-])F)N1C=NC(=C1)C(C)(C)C)=O